CNCC1N(CCS(C1)(=O)=O)C(=O)[O-] ((methylamino)methyl)thiomorpholine-4-carboxylate 1,1-dioxide